N-(5-((5-Cyano-4-(7-cyano-1-cyclopropyl-1H-indol-3-yl)pyrimidin-2-yl)amino)-2-((2-(dimethylamino)ethyl)(methyl)amino)-4-methoxyphenyl)acrylamide C(#N)C=1C(=NC(=NC1)NC=1C(=CC(=C(C1)NC(C=C)=O)N(C)CCN(C)C)OC)C1=CN(C2=C(C=CC=C12)C#N)C1CC1